(E)-1-phenyl-2-propylamine C1(=CC=CC=C1)CC(C)N